COC=1C(=NC=NC1)N 5-methoxypyrimidin-4-amine